tert-Butyl (1S,2S,5R)-2-((S)-1-((2,7-dichloro-8-fluoro-4-hydroxypyrido[4,3-d]pyrimidin-5-yl)oxy)ethyl)-3,8-diazabicyclo[3.2.1]octane-8-carboxylate ClC=1N=C(C2=C(N1)C(=C(N=C2O[C@@H](C)[C@@H]2[C@@H]1CC[C@H](CN2)N1C(=O)OC(C)(C)C)Cl)F)O